The molecule is a hexadecenoic acid having a trans-double bond at the 2-position. It has a role as a metabolite. It is a hexadecenoic acid and an alpha,beta-unsaturated monocarboxylic acid. It is a conjugate acid of an (E)-hexadec-2-enoate. CCCCCCCCCCCCC/C=C/C(=O)O